FC(C(CC)N)(F)F 1,1,1-trifluorobutan-2-amine